4-chloro-2-(3,6-dihydro-2H-pyran-4-yl)thiazole-5-carboxylic acid ClC=1N=C(SC1C(=O)O)C=1CCOCC1